CC=1OC(=CC1C(=O)NC1=NC(=NS1)CC(C)O)C1=CC(=CC=C1)OC(F)F 2-Methyl-5-(3-(difluoromethoxy)phenyl)-N-(3-(2-hydroxypropyl)-1,2,4-thiadiazol-5-yl)furan-3-Formamide